[I-].CN1CC=C(C=C1)C1=CC=NC=C1 1-methyl-[4,4']-bipyridyl iodide